7-(3,4-difluorophenyl)pyrazolo[1,5-a]pyrimidine-2-carboxylic acid FC=1C=C(C=CC1F)C1=CC=NC=2N1N=C(C2)C(=O)O